bis(3,6-di-tert-butyl-2-naphthyl) phosphite P(OC1=CC2=CC=C(C=C2C=C1C(C)(C)C)C(C)(C)C)(OC1=CC2=CC=C(C=C2C=C1C(C)(C)C)C(C)(C)C)[O-]